ClC=1C(=CC(=NC1)NC1CCC(CC1)NC(COCCNC([O-])=O)C)C1=NC(=CC=C1)NCC1(CCOCC1)C#N [2-[2-[[4-[[5-chloro-4-[6-[(4-cyanotetrahydropyran-4-yl)methylamino]-2-pyridyl]-2-pyridyl]amino]cyclohexyl]amino]propoxy]ethyl]carbamate